4-{[3-(2,8,9-trioxa-5-aza-1-silabicyclo[3.3.3]undecane-1-yl)propyl]-N,N-dimethylammonio}butane [Si]12(OCCN(CCO1)CCO2)CCC[N+](C)(C)CCCC